methyl ((E)-4-((5-(3-(1-((5-cyclopropyl-1H-pyrazol-3-yl)amino)-1-oxopropan-2-yl)phenyl)pyridin-2-yl)amino)-4-oxobut-2-en-1-yl)-L-prolinate C1(CC1)C1=CC(=NN1)NC(C(C)C=1C=C(C=CC1)C=1C=CC(=NC1)NC(/C=C/CN1[C@@H](CCC1)C(=O)OC)=O)=O